FC([C@@H]1[C@H](C1)C=1C=2N(N=C(C1)C=1C(NC(NC1)=O)=O)C=NC2C)F 5-(4-((1S,2S)-2-(difluoromethyl)cyclopropyl)-5-methylimidazo[1,5-B]pyridazin-2-yl)pyrimidine-2,4(1H,3H)-dione